CN1C(=NC2=C1C=CC=C2)C2=CC=C(C=C2)C2=C(C(=C(C(=C2N2C1=CC=CC=C1N(C=1C=CC=CC21)C)C2=CC=C(C=C2)C2=NC1=C(N2C)C=CC=C1)C1=CC=CC=C1)N1C2=CC=CC=C2N(C=2C=CC=CC12)C)C1=CC=CC=C1 10,10'-(4',6'-bis(4-(1-methyl-1H-benzo[d]imidazol-2-yl)phenyl)-[1,1':3',1''-terphenyl]-2',5'-diyl)bis(5-methyl-5,10-dihydrophenazine)